1-(1-((1-(3-((2,6-dioxopiperidin-3-yl)amino)benzoyl)azetidin-3-yl)methyl)piperidin-4-yl)-1H-pyrazol O=C1NC(CCC1NC=1C=C(C(=O)N2CC(C2)CN2CCC(CC2)N2N=CC=C2)C=CC1)=O